Gallium Indium Phosphorus [P].[In].[Ga]